4-(4-iodobenzyl)morpholine IC1=CC=C(CN2CCOCC2)C=C1